COC=1C=C(C=CC1)C=1N=C(SC1)C1CCN(CC1)C1=C(C(N(C2=CC=CC=C12)C)=O)C#N 4-{4-[4-(3-Methoxyphenyl)-1,3-thiazol-2-yl]piperidin-1-yl}-1-methyl-2-oxo-1,2-dihydroquinoline-3-carbonitrile